N-(3-(3-amino-4-(1-oxo-1,2,3,4-tetrahydroisoquinolin-6-yl)-1H-pyrazol-1-yl)phenyl)-3-methylbut-2-enamide NC1=NN(C=C1C=1C=C2CCNC(C2=CC1)=O)C=1C=C(C=CC1)NC(C=C(C)C)=O